tetramethylcyclopentadiene ruthenium(II) triflate [O-]S(=O)(=O)C(F)(F)F.[Ru+2].CC1=C(C(=C(C1)C)C)C.[O-]S(=O)(=O)C(F)(F)F